4-[[(1S,2S)-4,6-dichloro-2-(dimethyl-amino)-2,3-dihydro-1H-inden-1-yl]oxy]-2-fluoro-5-methylbenzene ClC1=C2C[C@@H]([C@H](C2=CC(=C1)Cl)OC1=CC(=CC=C1C)F)N(C)C